NC1=NN2C(C=CC=C2)=N1 2-amino-[1,2,4]triazolo[1,5-a]pyridine